C(C=C)(=O)OC1C(OCC1)=O tetrahydro-2-oxo-3-furyl acrylate